methyl (2R)-2-{[(1,2,3,5,6,7-hexahydro-s-indacen-4-yl)carbamoyl]amino}-3-[3-(hydroxymethyl)phenyl]propanoate C1CCC2=C(C=3CCCC3C=C12)NC(=O)N[C@@H](C(=O)OC)CC1=CC(=CC=C1)CO